ClC1=C(OC2=CC(=CN=N2)C(C)C)C(=CC(=C1)C1=CNC(C(=C1)O)=O)Cl 6-(2,6-Dichloro-4-(5-hydroxy-6-oxo-1,6-dihydropyridin-3-yl)phenoxy)-4-isopropylpyridazine